4-(4-((1R,5S)-8-((3-(dimethylamino)propyl)sulfonyl)-3,8-diazabicyclo[3.2.1]octan-3-yl)-8-fluoro-2-((tetrahydro-1H-pyrrolizin-7a(5H)-yl)methoxy)quinazolin-7-yl)naphthalen-2-ol CN(CCCS(=O)(=O)N1[C@H]2CN(C[C@@H]1CC2)C2=NC(=NC1=C(C(=CC=C21)C2=CC(=CC1=CC=CC=C21)O)F)OCC21CCCN1CCC2)C